N-(5-Bromo-4-(2-(dimethylamino)ethoxy)pyridin-2-yl)-2'-methoxy-4'-(5-methyl-1,2,4-oxadiazol-3-yl)-[1,1'-biphenyl]-4-carboxamid BrC=1C(=CC(=NC1)NC(=O)C1=CC=C(C=C1)C1=C(C=C(C=C1)C1=NOC(=N1)C)OC)OCCN(C)C